C1(CC1)S(=O)(=O)NCCC1=C(C=C(C=C1)C1=NN(C(=C1)O)C=1SC=C(N1)C(=O)O)F 2-(3-(4-(2-(cyclopropanesulfonamido)ethyl)-3-fluorophenyl)-5-hydroxy-1H-pyrazol-1-yl)thiazole-4-carboxylic acid